BrC1=CC2=CC3=C(NC2=NC1=O)C=C(C=C3)N(CC)CC 3-bromo-8-(diethylamino)benzo[b][1,8]naphthyridin-2(10H)-one